4-[4-[(3S)-1-(3-fluoropropyl)pyrrolidin-3-yl]oxyphenyl]-2H-thiochromen-7-ol FCCCN1C[C@H](CC1)OC1=CC=C(C=C1)C1=CCSC2=CC(=CC=C12)O